The molecule is a member of the class of benzamides obtained by formal condensation of the carboxy group of 3,5-dichloro-4-methylbenzamide with the amino group of 3-amino-1-chloro-3-methylpentan-2-one. It is a member of benzamides, an alpha-chloroketone and a dichlorobenzene. CCC(C)(C(=O)CCl)NC(=O)C1=CC(=C(C(=C1)Cl)C)Cl